(S)-S-(2,3-bis((tert-butoxycarbonyl)amino)propyl) ethanethioate C(C)(SC[C@H](CNC(=O)OC(C)(C)C)NC(=O)OC(C)(C)C)=O